[P].FC(OC1=CC=C(C=C1)C=1OC(=C(N1)CC1=CC=C(C=C1)OC1=CC=CC=C1)C)F 2-(4-(difluoromethoxy)phenyl)-5-methyl-4-(4-phenoxybenzyl)oxazole phosphorus